C1(=CC(=CC(=C1)C(=O)O)C(=O)O)C(=O)O.[Th] thorium 1,3,5-benzenetricarboxylic acid